C1CCC2=COOC=C12 5,6-dioxaindan